NC=1N=NC(=CC1C=1C=NN(C1)CC1CCN(CC1)CCCOCCCOC1=NOC(=C1)C(C(=O)O)C(C)C)C1=C(C=CC=C1)O 2-(3-(3-(3-(4-((4-(3-amino-6-(2-hydroxyphenyl)pyridazin-4-yl)-1H-pyrazol-1-yl)methyl)piperidin-1-yl)propoxy)propoxy)isoxazol-5-yl)-3-methylbutanoic acid